2-((1S,5R)-3-benzyl-5-(trifluoromethyl)-3-azabicyclo[3.1.0]hexane-1-yl)-5-((1-methylpiperidin-4-yl)oxy)-1,3,4-oxadiazole C(C1=CC=CC=C1)N1C[C@@]2(C[C@@]2(C1)C(F)(F)F)C=1OC(=NN1)OC1CCN(CC1)C